ClC1=C(C(=NC=C1)F)F 4-chloro-2,3-difluoropyridine